(R)-2-(8-(2,4-dioxotetrahydropyrimidin-1(2H)-yl)-1,2,4a,5-tetrahydrobenzo[b]pyrazino[1,2-d][1,4]oxazin-3(4H)-yl)acetic acid O=C1N(CCC(N1)=O)C=1C=CC2=C(OC[C@@H]3N2CCN(C3)CC(=O)O)C1